C1(CC1)C1=C(C=CC=C1OC(C)C)C(C(=O)OC(C)(C)C)N1CC(C1)OCCCCCC1=NC=2NCCCC2C=C1 Tert-butyl 2-(2-cyclopropyl-3-isopropoxyphenyl)-2-(3-(5-(5,6,7,8-tetrahydro-1,8-naphthyridin-2-yl)pentyloxy)azetidin-1-yl)acetate